5-(1-(7,8-Dichloro-4-(1H-Imidazol-1-Yl)Quinolin-2-Yl)Pyrrolidin-2-Yl)-1,2,4-Oxadiazol-3(2H)-One ClC1=CC=C2C(=CC(=NC2=C1Cl)N1C(CCC1)C1=NC(NO1)=O)N1C=NC=C1